FC1(CN(C1)C1=NC(=CC(=N1)NC(C1=C(C=C(C=C1)NS(=O)(=O)C[C@@H](C)O)N1CCC2(CC2)CC1)=O)C)F (R)-N-(2-(3,3-Difluoroazetidin-1-yl)-6-methylpyrimidin-4-yl)-4-((2-hydroxypropyl)sulfonamido)-2-(6-azaspiro[2.5]octan-6-yl)benzamide